(2-fluoro-4-(6-(1-methyl-1H-pyrazol-4-yl)pyrazolo[1,5-a]pyrazin-4-yl)benzyl)-4-neopentylpiperazin-2-one FC1=C(CN2C(CN(CC2)CC(C)(C)C)=O)C=CC(=C1)C=1C=2N(C=C(N1)C=1C=NN(C1)C)N=CC2